N-{(3S,4S)-4-[4-(5-cyanothiophen-2-yl)phenoxy]tetrahydrofuran-3-yl}propane-2-sulfonamide tert-butyl-(3R)-3-((5-hydroxyhept-6-en-1-yl)oxy)pyrrolidine-1-carboxylate C(C)(C)(C)OC(=O)N1C[C@@H](CC1)OCCCCC(C=C)O.C(#N)C1=CC=C(S1)C1=CC=C(O[C@H]2[C@H](COC2)NS(=O)(=O)C(C)C)C=C1